(2S,4R)-4-(cyclopropylsulfonyl)-1-((phenoxathiine-3-carbonyl)glycyl)-N-((R)-1-(1-(phenylsulfonyl)-1H-pyrrolo[3,2-c]pyridin-2-yl)ethyl)pyrrolidine-2-carboxamide C1(CC1)S(=O)(=O)[C@@H]1C[C@H](N(C1)C(CNC(=O)C=1C=CC=2SC3=CC=CC=C3OC2C1)=O)C(=O)N[C@H](C)C1=CC=2C=NC=CC2N1S(=O)(=O)C1=CC=CC=C1